(2R,4R)-tert-butyl 2-(2-amino-2-oxoethyl)-4-(((benzyloxy)carbonyl) (methyl)amino)pyrrolidine-1-carboxylate NC(C[C@@H]1N(C[C@@H](C1)N(C)C(=O)OCC1=CC=CC=C1)C(=O)OC(C)(C)C)=O